1-(2-chloro-5-((2R,4S)-2-(2,5-difluorophenyl)-4-hydroxypyrrolidin-1-yl)pyrazolo[1,5-a]pyrimidin-3-yl)-3-cyclopropylurea ClC1=NN2C(N=C(C=C2)N2[C@H](C[C@@H](C2)O)C2=C(C=CC(=C2)F)F)=C1NC(=O)NC1CC1